5-bromo-6-chloro-1H-indol-3-ol BrC=1C=C2C(=CNC2=CC1Cl)O